C(=C)C1=C(N=C2N(C1=O)C=CC(=C2)OC)C(F)(F)F 3-ethenyl-8-methoxy-2-(trifluoromethyl)-4H-pyrido[1,2-a]pyrimidin-4-one